FC1=C2C(=NC=NC2=CC(=C1OC)OC)NC1=CC=C(C=C1)NC(CN1N=NC(=C1)C(C)C)=O N-{4-[(5-fluoro-6,7-dimethoxyquinazolin-4-yl)amino]phenyl}-2-[4-(propan-2-yl)-1H-1,2,3-triazol-1-yl]acetamide